5-(8-(3-methyl-3-(trifluoromethyl)pyrrolidin-1-yl)imidazo[1,2-b]pyridazin-6-yl)pyrimidine-2,4(1H,3H)-dione CC1(CN(CC1)C=1C=2N(N=C(C1)C=1C(NC(NC1)=O)=O)C=CN2)C(F)(F)F